13-(2,6-Dimethylphenyl)-10-oxa-17λ6-thia-3,6,14,16,23-pentaazatetracyclo[16.3.1.111,15.03,8]tricosa-1(21),11,13,15(23),18(22),19-hexaene-2,17,17-trione CC1=C(C(=CC=C1)C)C=1C=C2OCC3CNCCN3C(C3=CC=CC(S(NC(N1)=N2)(=O)=O)=C3)=O